N(=C=O)C(N=C=O)C1(CCCCCC1)C1CCCCCC1 diisocyanatomethyl-bicycloheptane